6-chloro-7-(2-fluorophenyl)-1-(4-methyl-1-(2-methyl-2-propanyl)-1H-pyrazol-5-yl)-4-((2S)-2-methyl-4-(2-propenoyl)-1-piperazinyl)pyrido[2,3-d]pyrimidin-2(1H)-one ClC1=CC2=C(N(C(N=C2N2[C@H](CN(CC2)C(C=C)=O)C)=O)C2=C(C=NN2C(C)(C)C)C)N=C1C1=C(C=CC=C1)F